FC=1C=C(C=CC1)[C@@H]1CC[C@H]2OC3(C(N21)=O)CCN(CC3)C3=CC=NC=2N3N=CC2F (5'S,7a'R)-5'-(3-fluorophenyl)-1-(3-fluoropyrazolo[1,5-a]pyrimidin-7-yl)tetrahydro-3'H-spiro[piperidine-4,2'-pyrrolo[2,1-b][1,3]oxazol]-3'-one